C1(=CC=CC2=CC=CC=C12)SC1=CN=C(S1)CNC(OC(C)(C)C)=O tert-Butyl ((5-(naphthalen-1-ylthio)thiazol-2-yl)methyl)carbamate